6-(propan-2-yl)pyridine-3-carboxamide ethyl-2-(6-(cyclopropanesulfonamido)pyridin-2-yl)butanoate C(C)OC(C(CC)C1=NC(=CC=C1)NS(=O)(=O)C1CC1)=O.CC(C)C1=CC=C(C=N1)C(=O)N